C(C)(C)N(CC(CO)O)C(C)C 3-diisopropylamino-1,2-propanediol